5-(2-(3-(3-(3,4-difluorophenyl)azetidin-1-yl)-4,5-difluorophenyl)cyclopropyl)-2,2'-bipyrimidine FC=1C=C(C=CC1F)C1CN(C1)C=1C=C(C=C(C1F)F)C1C(C1)C=1C=NC(=NC1)C1=NC=CC=N1